phenyl (5-(dimethylcarbamoyl)pyridin-3-yl)carbamate CN(C(=O)C=1C=C(C=NC1)NC(OC1=CC=CC=C1)=O)C